FC1(CN(CCC1NC)C=1C=CC(=NC1)NC=1C2=C(C(=NC1)C1=C3C(=NC=C1)N(C=C3)C)CNC2=O)F 7-[[5-[3,3-difluoro-4-(methylamino)-1-piperidyl]-2-pyridyl]amino]-4-(1-methyl-pyrrolo[2,3-b]pyridin-4-yl)-2,3-dihydro-pyrrolo[3,4-c]pyridin-1-one